2-{3-[2-(3,6-dimethoxy-9H-carbazol-9-ylcarbonyloxy)ethoxy]-5-(dimethylamino)phenoxy}ethyl 3,6-dimethoxy-9H-carbazole-9-carboxylate COC=1C=CC=2N(C3=CC=C(C=C3C2C1)OC)C(=O)OCCOC1=CC(=CC(=C1)N(C)C)OCCOC(=O)N1C2=CC=C(C=C2C=2C=C(C=CC12)OC)OC